N-[2-(6-chlorooxazolo[5,4-b]pyridin-2-yl)-2-azaspiro[3.3]heptan-6-yl]-5-methylsulfonyl-furan-2-carboxamide ClC=1C=C2C(=NC1)OC(=N2)N2CC1(C2)CC(C1)NC(=O)C=1OC(=CC1)S(=O)(=O)C